C(C)(C)(C)OC(=O)N1CC(C1)\C(\C)=C\C(=O)OCC (E)-3-(4-ethoxy-4-oxobut-2-en-2-yl)azetidine-1-carboxylic acid tert-butyl ester